(17β)-3-Oxoandrost-4-en-17-yl tridecanoate C(CCCCCCCCCCCC)(=O)O[C@@H]1[C@]2(C)[C@@H](CC1)[C@@H]1CCC3=CC(CC[C@]3(C)[C@H]1CC2)=O